7-(4-chlorobenzyl)-8-(3-chlorophenoxy)-3-ethyl-1-(3-hydroxypropyl)-1H-purine-2,6(3H,7H)-dione ClC1=CC=C(CN2C(=NC=3N(C(N(C(C23)=O)CCCO)=O)CC)OC2=CC(=CC=C2)Cl)C=C1